CN1N=C(C(=C1C1=CC=CC=C1)C)OCC(C(=O)N)C (1,4-dimethyl-5-phenyl-pyrazol-3-yl)oxymethyl-methyl-acetamide